O[C@@H](C(=O)NCCC(=O)NCCSC(CCC(=O)OC)=O)C(CO)(C)C methyl (R)-4-((2-(3-(2,4-dihydroxy-3,3-dimethylbutanamido) propanamido) ethyl)thio)-4-oxobutanoate